NC1=C(C(=O)O)C=C(C=C1Br)F 2-amino-3-bromo-5-fluorobenzoic acid